N-tert-butyl-bis(2-benzothiazolyl)sulfenamide tert-butyl-4-(3-(3,3-difluorocyclobutyl)-1,2,4-oxadiazol-5-yl)-4-(N-methylacetamido)piperidine-1-carboxylate C(C)(C)(C)OC(=O)N1CCC(CC1)(N(C(C)=O)C)C1=NC(=NO1)C1CC(C1)(F)F.C(C)(C)(C)N(SC=1SC2=C(N1)C=CC=C2)C=2SC1=C(N2)C=CC=C1